FC1=C(C(=CC=C1)F)S(=O)(=O)NC1=C(C(=CC=C1)C=1N=C(SC1C1=NC(=NC=C1)SC)N1C2CN(CC1CC2)C)F 2,6-Difluoro-N-(2-fluoro-3-(2-(3-methyl-3,8-diazabicyclo[3.2.1]octan-8-yl)-5-(2-(methylthio)pyrimidin-4-yl)thiazol-4-yl)phenyl)benzenesulfonamide